COC(=O)C=1C(N(C2=NC(=CC=C2C1N)Br)C=1C=NC(=CC1C)N)=O 4-Amino-1-(6-amino-4-methylpyridin-3-yl)-7-bromo-2-oxo-1,2-dihydro-1,8-naphthyridine-3-carboxylic acid methyl ester